7-(4-(6-(Difluoromethyl)imidazo[1,2-b]pyridazin-3-yl)pyridin-2-yl)-2,7-diazaspiro[4.5]decan-1-one FC(C=1C=CC=2N(N1)C(=CN2)C2=CC(=NC=C2)N2CC1(CCNC1=O)CCC2)F